ClC=1N=C2C(=C(C(N(C2=CC1)C)=O)C#N)N(C)[C@@H]1CC[C@@H](CC1)N(CC(C)C)C1=CC=C(C=C1)F cis-6-chloro-4-((4-((4-fluorophenyl)(isobutyl)amino)cyclohexyl)(methyl)amino)-1-methyl-2-oxo-1,2-dihydro-1,5-naphthyridine-3-carbonitrile